tert-butyl ((1-(aminomethyl)cyclopropyl)methyl)carbamate NCC1(CC1)CNC(OC(C)(C)C)=O